tert-butyl-N-((1s,2r,4r,5r)-4-((tert-butyldimethylsilyloxy) methyl)-6-oxa-bicyclo-[3.1.0]-hex-2-yl)-carbamate C(C)(C)(C)OC(N[C@H]1[C@@H]2O[C@@H]2[C@H](C1)CO[Si](C)(C)C(C)(C)C)=O